C(C)(C)C=1C2=CC(=C(C(=C2C=C(C1O)OC)O)C1=C(C2=CC(=C(C(=C2C=C1C)C(C)C)O)OC)OC)C 5,5'-diisopropyl-1',7,7'-trimethoxy-3,3'-dimethyl-[2,2'-binaphthalene]-1,6,6'-triol